NC=1N(N=C2CN(CCC21)C(C)=O)C(=O)C2CCNC1=CC=CC=C21 1-(3-amino-2-(1,2,3,4-tetrahydroquinoline-4-carbonyl)-4,5-dihydro-2H-pyrazolo[3,4-c]pyridin-6(7H)-yl)ethanone